BrC1=NN(C(=C1C#N)NCC1CC1)[C@H]1C[C@@H](N(C1)C(=O)OC(C)(C)C)COC tert-butyl (2R,4S)-4-(3-bromo-4-cyano-5-[(cyclopropylmethyl)amino]pyrazol-1-yl)-2-(methoxymethyl)pyrrolidine-1-carboxylate